P(=S)(OCCNCCCN)([O-])[O-] aminopropylaminoethyl thiophosphate